2,3-difluoro-4-((4-(pentyloxy)phenyl)ethynyl)benzaldehyde FC1=C(C=O)C=CC(=C1F)C#CC1=CC=C(C=C1)OCCCCC